3-((2r,5s)-4-(6-cyano-1-methyl-2-oxo-1,2-dihydropyrido[3,2-d]pyrimidin-4-yl)-2,5-diethylpiperazin-1-yl)-3-(4-(trifluoromethyl)phenyl)propionic acid C(#N)C=1C=CC=2N(C(N=C(C2N1)N1C[C@H](N(C[C@@H]1CC)C(CC(=O)O)C1=CC=C(C=C1)C(F)(F)F)CC)=O)C